tert-butyl 4-[(4-bromo-2-hydroxy-phenyl)carbamoyl]piperidine-1-carboxylate BrC1=CC(=C(C=C1)NC(=O)C1CCN(CC1)C(=O)OC(C)(C)C)O